(S)-3-((tert-butoxycarbonyl)amino)-3-carboxy-N,N,N-trimethylpropan-1-aminium iodide [I-].C(C)(C)(C)OC(=O)N[C@@H](CC[N+](C)(C)C)C(=O)O